(2R,3S,4R,5S)-N-(3-carbamoyl-4-fluorophenyl)-3-(2-(difluoromethoxy)-3,4-difluorophenyl)-4,5-dimethyl-5-(trifluoromethyl)tetrahydrofuran-2-carboxamide C(N)(=O)C=1C=C(C=CC1F)NC(=O)[C@@H]1O[C@@]([C@@H]([C@H]1C1=C(C(=C(C=C1)F)F)OC(F)F)C)(C(F)(F)F)C